NC1=C(C=C(C=N1)C=1C=C(C#N)C=CC1)OC(C)C1=C(C(=CC=C1Cl)F)Cl 3-{6-amino-5-[1-(2,6-dichloro-3-fluoro-phenyl)-ethoxy]-pyridin-3-yl}-benzonitrile